6-(3-chlorophenyl)-1,4-benzoxazinoimidazolone ClC=1C=C(C=CC1)C1=CC2=C(N=C3C(=NC(N3)=O)O2)C=C1